FC=1C(=NC(=C(C1)F)C1=CN=C2N1C=CC(=C2)OC(C)C)N[C@H]2CNC[C@@H]2F 3,5-difluoro-N-((3S,4S)-4-fluoropyrrolidin-3-yl)-6-(7-isopropoxyimidazo[1,2-a]pyridin-3-yl)pyridin-2-amine